CC1(OB(OC1(C)C)C1=CC=C(C=C1)C1(CC1)N1CCOCC1)C 4-(1-(4-(4,4,5,5-tetramethyl-1,3,2-dioxaborolan-2-yl)phenyl)Cyclopropyl)morpholine